COC1CCN(CC1)C1=CC=C(C=N1)N1N=C(C2=CC=CC(=C12)C)C=1C2=CN(N=C2C=CC1)C 1-[6-(4-methoxypiperidin-1-yl)pyridin-3-yl]-2',7-dimethyl-1H,2'H-3,4'-biindazole